FC1=CC=C(C=C1)[C@H]1N(CCC2=CC=CC=C12)C(=O)N[C@@H]1CNCCOC1 (R)-1-(4-fluorophenyl)-N-((R)-1,4-oxazepan-6-yl)-3,4-dihydroisoquinoline-2(1H)-carboxamide